6-(1-(2-(tert-butyldimethylsilyloxy)ethyl)-1H-pyrazol-3-ylsulfonyl)-2-((2-chloropyridin-3-yl)methyl)phthalazin-1(2H)-one [Si](C)(C)(C(C)(C)C)OCCN1N=C(C=C1)S(=O)(=O)C=1C=C2C=NN(C(C2=CC1)=O)CC=1C(=NC=CC1)Cl